OC=1C=C2N=C3C=CC=CC3=NC2=CC1N(C)CC(=O)O [(7-hydroxyphenazin-8-yl)(methyl)amino]acetic acid